CC(CN1C(O[C@]2(C1)C[C@H](CCC2)CN2C=NC1=C2C=C(C=C1)C#N)=O)(C)C1=NC(=NO1)C 1-({(5s,7s)-3-[2-methyl-2-(3-methyl-1,2,4-oxadiazol-5-yl)propyl]-2-oxo-1-oxa-3-azaspiro[4.5]decan-7-yl}methyl)-1H-benzimidazole-6-carbonitrile